1-(9-chloro-3,5-dihydro-2H-pyrido[3,4-f][1,4]oxazepin-4-yl)-3,3-difluoro-2,2-dimethyl-propan-1-one ClC1=CN=CC=2CN(CCOC21)C(C(C(F)F)(C)C)=O